O=C1NC(CC[C@@H]1N1C(C2=CC=CC(=C2C1=O)N1CCC2(CC(C2)N2CCC(CC2)C2=CC=C(C=C2)NC2=C3N=CN(C3=NC=N2)C2CC(C2)NC(CC2=CC=CC=C2)=O)CC1)=O)=O N-((1s,3s)-3-(6-((4-(1-(7-(2-(2,6-dioxopiperidin-3-yl)-1,3-dioxoisoindolin-4-yl)-7-azaspiro[3.5]nonan-2-yl)piperidin-4-yl)phenyl)amino)-9H-purin-9-yl)cyclobutyl)-2-phenylacetamide